4-cyano-N-[2-(4,4-dimethylcyclohexen-1-yl)-6-[1,5-dimethyl-8-oxabicyclo[3.2.1]oct-2-en-3-yl]-3-pyridyl]-1-(2-trimethylsilylethoxymethyl)imidazole-2-carboxamide C(#N)C=1N=C(N(C1)COCC[Si](C)(C)C)C(=O)NC=1C(=NC(=CC1)C1=CC2(CCC(C1)(O2)C)C)C2=CCC(CC2)(C)C